CC=1C(=NC(=NC1)NC1=CC2=C(B(OC2)O)C=C1)NC1=C(C=CC=C1)OC(F)(F)F 5-((5-methyl-4-((2-(trifluoromethoxy)phenyl)amino)pyrimidin-2-yl)amino)benzo[c][1,2]oxaborol-1(3H)-ol